5-(5-chlorothiophen-3-yl)-N-[2,5-difluoro-4-(trifluoromethyl)phenyl]-1H-pyrrole-3-sulfonamide ClC1=CC(=CS1)C1=CC(=CN1)S(=O)(=O)NC1=C(C=C(C(=C1)F)C(F)(F)F)F